C(#N)C1=CC=C(C=C1)N1CC(CC1=O)NC(=O)NC1=C(C=CC(=C1)F)F 1-[1-(4-cyanophenyl)-5-oxopyrrolidin-3-yl]-3-(2,5-difluorophenyl)urea